[B].[B].CNC1=C(C=CC=C1)NC dimethyl-o-phenylenediamine diboron